CC1=C(C=C(C=C1)NC(=O)[C@@H]1N(CCCC1)C(=O)OC(C)(C)C)C(NC(C)C1=CC(=CC2=CC=CC=C12)C=1C=NN(C1)C)=O tert-butyl (2R)-2-((4-methyl-3-((1-(3-(1-methyl-1H-pyrazol-4-yl)naphthalen-1-yl)ethyl)carbamoyl) phenyl)carbamoyl)piperidine-1-carboxylate